(S)-1-(5-Fluoropyrimidin-2-yl)ethanamine FC=1C=NC(=NC1)[C@H](C)N